ClC1=CC=C(C=C1)C=1C(=NC(=NC1)C=1C=NC=CC1)NCC1CNCCO1 (4-chlorophenyl)-N-(morpholin-2-ylmethyl)-2-(pyridin-3-yl)pyrimidin-4-amine